ClC=1C=C(C=C(C1)Cl)C1=NC(=CC(=C1)CN1CCC(CC1)CC(=O)O)OC1=NC=C(N=C1)N1CCN(CCC1)CC 2-(1-((2-(3,5-dichlorophenyl)-6-((5-(4-ethyl-1,4-diazepan-1-yl)pyrazin-2-yl)oxy)pyridin-4-yl)methyl)piperidin-4-yl)acetic acid